4-[(2-Methylaminophenoxypropylthio)methyl]1,3-dihydroimidazole-2-thione CNC1=C(OCCCSCC=2NC(NC2)=S)C=CC=C1